(3-Glycidyl-oxypropyl)-trimethoxysilane C(C1CO1)OCCC[Si](OC)(OC)OC